1-(p-methoxyphenyl)-4-penten-1-ol COC1=CC=C(C=C1)C(CCC=C)O